N-(5-cyanothiophen-2-yl)-6-methyl-4-oxo-1-phenyl-1,4-dihydropyridazine-3-carboxamide C(#N)C1=CC=C(S1)NC(=O)C1=NN(C(=CC1=O)C)C1=CC=CC=C1